N,N-diheptylmonomethylamine C(CCCCCC)N(CCCCCCC)C